FC1=C(C(=CC=C1)F)[C@@H](CC(C)O)N1C[C@@H](N([C@@H](C1)C)C(C(C)C)=O)C(=O)O (2R,6R)-4-((1R)-1-(2,6-difluorophenyl)-3-hydroxybutyl)-1-isobutyryl-6-methylpiperazine-2-carboxylic acid